ClC1=CC(=C(COC2=NC=3CN(CCC3C=C2C(F)(F)F)CC2=NC3=C(C=NC(=C3)C#N)N2C[C@H]2OCC2)C(=C1)F)F (S)-2-((2-((4-chloro-2,6-difluorobenzyl)oxy)-3-(trifluoromethyl)-5,8-dihydro-1,7-naphthyridin-7(6H)-yl)methyl)-3-(oxetan-2-ylmethyl)-3H-imidazo[4,5-c]pyridine-6-carbonitrile